C12CN(CC(CC1)O2)CC=2C=C(N)C=C(C2C)Cl 3-(8-oxa-3-azabicyclo[3.2.1]octan-3-ylmethyl)-5-chloro-4-methylaniline